COC(=O)C1=CC2=NN(C=C2S1)C 2-methyl-2H-thieno[3,2-c]pyrazole-5-carboxylic acid methyl ester